7-ethoxy-4-hydroxyquinoline-3-carboxylate C(C)OC1=CC=C2C(=C(C=NC2=C1)C(=O)[O-])O